ONC(OCCC)=O propyl hydroxycarbamate